4-(11-(4-(4-(2,6-Dioxopiperidin-3-yl)phenyl)piperidin-1-yl)-11-oxoundecyl)-2-((S)-1-(3-ethoxy-4-methoxyphenyl)-2-(methylsulfonyl)ethyl)isoindoline-1,3-dione O=C1NC(CCC1C1=CC=C(C=C1)C1CCN(CC1)C(CCCCCCCCCCC1=C2C(N(C(C2=CC=C1)=O)[C@H](CS(=O)(=O)C)C1=CC(=C(C=C1)OC)OCC)=O)=O)=O